N[C@@H]1C2=CC(=CC=C2CC12CCN(CC2)C=2C=1N(C(=C(N2)C)C=2C=NN(C2C)C)N=CC1)C#N (3S)-3-amino-1'-[7-(1,5-dimethylpyrazol-4-yl)-6-methyl-pyrazolo[1,5-a]pyrazin-4-yl]spiro[indan-2,4'-piperidine]-5-carbonitrile